C(C1=CC=CC=C1)OCC1(N(C[C@@H](C1)F)C)CO [(4R)-2-(benzyloxymethyl)-4-fluoro-1-methyl-pyrrolidin-2-yl]methanol